N-(3-(benzylthio)phenyl)-2-(6-azaspiro[2.5]octan-6-yl)nicotinamide C(C1=CC=CC=C1)SC=1C=C(C=CC1)NC(C1=C(N=CC=C1)N1CCC2(CC2)CC1)=O